FC1(CN(CCC1)C1=NC(=CC(=N1)C=1C=NN(C1)C1=C(C=C(C=C1)NS(=O)(=O)CC(=O)OC)N1CCC2(CC2)CC1)C)F Methyl 2-(N-(4-(4-(2-(3,3-difluoropiperidin-1-yl)-6-methylpyrimidin-4-yl)-1H-pyrazol-1-yl)-3-(6-azaspiro[2.5]octan-6-yl)phenyl)sulfamoyl)acetate